O=C1C[C@@H](CN1C([2H])([2H])[2H])OC(=O)N1CCN(CC1)C1=NC=2N(C=C1F)N=CC2C=2C(=NC=CC2)OC2CC2 [(3S)-5-oxo-1-(trideuteriomethyl)pyrrolidin-3-yl]-4-[3-[2-(cyclopropoxy)-3-pyridyl]-6-fluoro-pyrazolo[1,5-a]pyrimidin-5-yl]piperazine-1-carboxylate